OCC1CCN(CC1)C1=C2CCN(C2=CC=C1)C1C(NC(CC1)=O)=O 3-[4-[4-(hydroxymethyl)-1-piperidyl]indolin-1-yl]piperidine-2,6-dione